ClC=1C=CC(=C(C1)NC=1N(C2=NC(=NC=C2N1)N[C@H]1[C@@H](CCC1)O)C1CCC(CC1)C(=O)N)F (1S,4s)-4-(8-(5-chloro-2-fluorophenylamino)-2-((1R,2R)-2-hydroxycyclopentylamino)-9H-purin-9-yl)cyclohexanecarboxamide